(2S,6R)-2-[[bis(4-methoxyphenyl)-phenyl-methoxy]methyl]-6-[2-oxo-4-(1,2,4-triazol-1-yl)pyrimidin-1-yl]-2-(triisopropylsilyloxymethyl)morpholine-4-carboxylic acid tert-butyl ester C(C)(C)(C)OC(=O)N1C[C@@](O[C@H](C1)N1C(N=C(C=C1)N1N=CN=C1)=O)(CO[Si](C(C)C)(C(C)C)C(C)C)COC(C1=CC=CC=C1)(C1=CC=C(C=C1)OC)C1=CC=C(C=C1)OC